tert-butyl (S)-2-((5-amino-8-(2,6-dimethylpyridin-4-yl)-3-oxo-7-phenyl-[1,2,4]triazolo[4,3-c]pyrimidin-2(3H)-yl)methyl)-4,4-difluoropyrrolidine-1-carboxylate NC1=NC(=C(C=2N1C(N(N2)C[C@H]2N(CC(C2)(F)F)C(=O)OC(C)(C)C)=O)C2=CC(=NC(=C2)C)C)C2=CC=CC=C2